4-((1r,4r,5s)-5-((5-cyclopropyl-3-(2,6-dichlorophenyl)isoxazol-4-yl)methoxy)-2-azabicyclo[2.2.1]heptan-2-yl)-N-(cyclopropylsulfonyl)benzamide C1(CC1)C1=C(C(=NO1)C1=C(C=CC=C1Cl)Cl)CO[C@@H]1[C@H]2CN([C@@H](C1)C2)C2=CC=C(C(=O)NS(=O)(=O)C1CC1)C=C2